NC1=C2C=C(C(N(C2=C(C=C1)OCC1(CC1)S(=O)(=O)C1CC1)C)=O)C(=O)NCC1=CC=C(C=C1)C#N 5-amino-N-(4-cyanobenzyl)-8-((1-(cyclopropylsulfonyl)cyclopropyl)methoxy)-1-methyl-2-oxo-1,2-dihydroquinoline-3-carboxamide